O=C1NC(CCC1N1C(C2=CC=C(C=C2C1=O)NCCCCC(=O)N1CCN(CC1)C1=CC=C(C=C1)NC1=NN2C(C=CC=C2C2=CC=C(C=C2)S(=O)(=O)C)=N1)=O)=O 2-(2,6-Dioxopiperidin-3-yl)-5-((5-(4-(4-((5-(4-(methylsulfonyl)phenyl)-[1,2,4]triazolo[1,5-a]pyridin-2-yl)amino)phenyl)piperazin-1-yl)-5-oxopentyl)amino)isoindoline-1,3-dione